ClC1=C(C=C(C=C1)SC1=CC=C(C=C1)[N+](=O)[O-])C(F)(F)F (4-chloro-3-(trifluoromethyl)phenyl)(4-nitrophenyl)sulfane